thieno[2,3-b][1,5]benzodiazepine S1CC=C2C1=NC1=C(N=C2)C=CC=C1